ClC=1C(=NC(=NC1)NC)C1=CC=C2CN(C(C2=C1)=O)[C@@H](C(=O)N[C@H]([C@H](CC)O)C1=CC=CC=C1)C (2R)-2-{6-[5-chloro-2-(methylamino)pyrimidin-4-yl]-1-oxo-2,3-dihydro-1H-isoindol-2-yl}-N-[(1S,2S)-2-hydroxy-1-phenylbutyl]propanamide